C(N)(=O)C1=CC2=C(N3C(S2)=NC(=C3)C3=C(C=C(C=C3)C3N(CCC3)C(=O)OC(C)(C)C)F)C=C1 tert-butyl 2-(4-(7-carbamoylbenzo[d]imidazo[2,1-b]thiazol-2-yl)-3-fluorophenyl)pyrrolidine-1-carboxylate